2-Methyl-p-benzoquinone CC=1C(C=CC(C1)=O)=O